C(C)(C)(C)C1=C(C(=O)O)C=CC=C1 2-t-Butyl-Benzoic Acid